butyl (R)-(+)-4-chloro-3-hydroxybutyrate ClC[C@@H](CC(=O)OCCCC)O